4-Cyano-3-(2-(dimethylamino)ethoxy)-N-(6-(2-fluoro-4-(5-methyl-1,2,4-oxadiazol-3-yl)phenyl)pyridin-3-yl)benzamid C(#N)C1=C(C=C(C(=O)NC=2C=NC(=CC2)C2=C(C=C(C=C2)C2=NOC(=N2)C)F)C=C1)OCCN(C)C